Ethyl 2-(((3-butyl-5-(4-fluorophenyl)-7-methoxy-2-methyl-1,1-dioxido-2,3,4,5-tetrahydro-1,2,5-benzothiadiazepin-8-yl)methyl)thio)acetate C(CCC)C1N(S(C2=C(N(C1)C1=CC=C(C=C1)F)C=C(C(=C2)CSCC(=O)OCC)OC)(=O)=O)C